CON1NC(=CC(=N1)S)S 2-methoxy-4,6-dimercaptotriazine